3-(difluoromethyl)-N-{[2-fluoro-3-methoxy-6-(4-methyl-1,2,3-triazol-1-yl)phenyl]methyl}-1-({5-methyl-4H,6H,7H-pyrazolo[1,5-a]pyrazin-2-yl}methyl)pyrazole-4-carboxamide FC(C1=NN(C=C1C(=O)NCC1=C(C(=CC=C1N1N=NC(=C1)C)OC)F)CC1=NN2C(CN(CC2)C)=C1)F